C([C@@H](O)C1=CC=CC=C1)(=O)O.N[C@H](CO)C1=CC(=CC(=C1)OC)F (S)-2-amino-2-(3-fluoro-5-methoxyphenyl)ethan-1-ol L-mandelic acid salt